Ethylene Glycol Mono-Acetoacetate Mono-Methacrylate C(C(=C)C)(=O)OCCOC(CC(=O)C)=O